CC([Zr](C=[SiH2])(C1C(=CC2=C(C=C(C=C12)C)C1=CC(=CC(=C1)C)C)C)C1C(=CC2=C(C(=C(C=C12)C(C)(C)C)OC)C1=CC(=CC(=C1)C)C)C)C Trans-dimethylsilanediyl-[2-methyl-4-(3,5-dimethylphenyl)-5-methoxy-6-tert-butylinden-1-yl][2,6-dimethyl-4-(3,5-dimethylphenyl)inden-1-yl]dimethylzirconium